tert-butyl 3-bromo-7,8-dihydro-4H-pyrazolo[1,5-a][1,4]diazepine-5(6H)-carboxylate BrC=1C=NN2C1CN(CCC2)C(=O)OC(C)(C)C